1-[(2R,4S,5R)-4-(benzyloxy)-5-[(benzyloxy)methyl]-5-(hydroxymethyl)oxolan-2-yl]-5-fluoro-3-[(4-methoxyphenyl)methyl]pyrimidine-2,4-dione C(C1=CC=CC=C1)O[C@H]1C[C@@H](O[C@]1(CO)COCC1=CC=CC=C1)N1C(N(C(C(=C1)F)=O)CC1=CC=C(C=C1)OC)=O